N(=[N+]=[N-])CC(COCC(C(=O)O)(C)C1=CC(=CC=C1)I)(C)C 3-(3-azido-2,2-dimethylpropoxy)-2-(3-iodophenyl)-2-methylpropanoic acid